CC1(CC(C=2C(NC=3C4=C(C=CC3C2C1)C=CC=C4)C4=CC=C(C=C4)C)=O)C 9,9-dimethyl-6-(p-tolyl)-6,8,9,10-tetrahydrobenzo[c]phenanthridin-7(5H)-one